3,4-Dichlorophenyl 3-deoxy-3-[4-(2,3,4,5,6-pentafluorophenyl)-1H-1,2,3-triazol-1-yl]-α-D-galactopyranosyl sulfoxide FC1=C(C(=C(C(=C1F)F)F)F)C=1N=NN(C1)[C@@H]1[C@H]([C@H](O[C@@H]([C@@H]1O)CO)S(=O)C1=CC(=C(C=C1)Cl)Cl)O